N1=CC(=CC=2CCCCC12)C(=O)N 5,6,7,8-tetrahydroquinoline-3-carboxamide